isopropyl dimethylolpropionate C(O)C(C(=O)OC(C)C)(C)CO